FC1=NC=CC(=N1)C(=O)N 2-fluoropyrimidine-4-carboxamide